O1C(OCC1)C=1C=CC(=NC1)C=1C(=C(C=CC1)NC(OC(C)(C)C)=O)OC Tert-butyl N-{3-[5-(1,3-dioxolan-2-yl)pyridin-2-yl]-2-methoxyphenyl}carbamate